C(C=1C(O)=CC=CC1)=NC(CCCCC)N=CC=1C(O)=CC=CC1 N,N'-bis(salicylidene)hexanediamine